ClC1=CC2=C(C(=N1)I)NC(N2)=O 6-Chloro-4-iodo-1,3-dihydro-2H-imidazo[4,5-c]pyridin-2-one